rac-[(1R,2S)-2-fluorocyclopropyl]methyl N-{[2-(2,6-dioxopiperidin-3-yl)-3-oxo-2,3-dihydro-1H-isoindol-5-yl]methyl}carbamate O=C1NC(CC[C@H]1N1CC2=CC=C(C=C2C1=O)CNC(OC[C@@H]1[C@H](C1)F)=O)=O |&1:6|